C(C)(=O)NC1=CN(C2=CC=C(C=C12)CCO)C(=O)OC(C)(C)C tert-Butyl 3-acetamido-5-(2-hydroxyethyl)indole-1-carboxylate